Methyl 4-{[(2E)-4-{[(tert-butoxy)carbonyl]amino}but-2-en-1-yl]amino}-3-methoxy-5-nitrobenzoate C(C)(C)(C)OC(=O)NC/C=C/CNC1=C(C=C(C(=O)OC)C=C1[N+](=O)[O-])OC